dihydro-2H-furo[2,3-g]indazole N1NCC2=CC=C3C(=C12)C=CO3